C(C)(C)OCCN(CCC(C(=O)O)NC(C1=C(C=CC=C1)C(F)(F)F)=O)CCCCC1=NC=2NCCCC2C=C1 4-[2-isopropoxyethyl-[4-(5,6,7,8-tetrahydro-1,8-naphthyridin-2-yl)butyl]amino]-2-[[2-(trifluoromethyl)benzoyl]amino]butanoic acid